(R)-N'-((2-cyclopropyl-3-methyl-6,7-dihydro-5H-cyclopenta[b]pyridin-4-yl)carbamoyl)-5-(2-hydroxypropan-2-yl)-1-phenyl-1H-pyrazole-3-sulfonimidamide C1(CC1)C1=C(C(=C2C(=N1)CCC2)NC(=O)N=[S@](=O)(N)C2=NN(C(=C2)C(C)(C)O)C2=CC=CC=C2)C